5-(1-(2,2-difluoroethyl)-1H-pyrazolo[3,4-b]pyrazin-6-yl)-2-(6-(trifluoromethyl)pyridin-2-yl)octahydro-3H-pyrrolo[3,4-c]pyridin-3-one FC(CN1N=CC=2C1=NC(=CN2)N2CC1C(CC2)CN(C1=O)C1=NC(=CC=C1)C(F)(F)F)F